C(C=C)(=O)N1[C@H](CN(CC1)C1=NC(=NC=2C[C@@H](CCC12)N1CCCC2=CC=C(C=C12)F)N1CC(C1)N(C)C)CC#N 2-((S)-1-Acryloyl-4-((R)-2-(3-(dimethylamino)azetidin-1-yl)-7-(7-fluoro-3,4-dihydroquinolin-1(2H)-yl)-5,6,7,8-tetrahydroquinazolin-4-yl)piperazin-2-yl)acetonitrile